NC=1C(=NC(=C(N1)F)C1=CC(=C(C=C1)N1CCOCC1)CN1CCC(CC1)OC)C=1C=C2CCNC(C2=CC1F)=O 6-(3-amino-5-fluoro-6-(3-((4-methoxypiperidin-1-yl)methyl)-4-morpholinophenyl)pyrazin-2-yl)-7-fluoro-3,4-dihydroisoquinolin-1(2H)-one